Bis(4-hydroxyphenyl)-1-phenylethan OC1=CC=C(C=C1)C(C)(C1=CC=CC=C1)C1=CC=C(C=C1)O